Pyrrolinecarboxylic acid C1CN(C=C1)C(=O)O